2-((6-methoxy-3-methyl-2,4-dicarbonyl-3,4-dihydropyridin-1(2H)-yl)methyl)benzonitrile COC1=CC(C(C(N1CC1=C(C#N)C=CC=C1)=C=O)C)=C=O